NC1=NNC=C1C1CC1 3-amino-4-cyclopropyl-1H-pyrazole